Propan-2-yl 2-{[(2,6-dichloro-phenyl)carbamoyl]oxy}-3-(pyrimidin-2-yl)propanoate ClC1=C(C(=CC=C1)Cl)NC(=O)OC(C(=O)OC(C)C)CC1=NC=CC=N1